C(C(CCCCCCCCCC)[2H])NC(C)=O N-(dodecyl-2-d)acetamide